C(C=C)(=O)N1SC2=C(C1=O)C=CC=C2 2-acryloylbenzo[d]isothiazolin-3-one